BrC1=CC=C(C2=NN(N=C21)CCCCCCBr)Br 4,7-dibromo-2-(6-bromohexyl)benzotriazole